1-ethyl-2,3-dimethylimidazolium tosylate S(=O)(=O)([O-])C1=CC=C(C)C=C1.C(C)N1C(=[N+](C=C1)C)C